4-azidobutan-1-ol N(=[N+]=[N-])CCCCO